3-{[4-methanesulfonyl-2-(trifluoromethoxy)phenyl]amino}prop-1-yn CS(=O)(=O)C1=CC(=C(C=C1)NCC#C)OC(F)(F)F